ClC=1C(=NOC1)N 4-chloro-1,2-oxazol-3-amine